C(/CCC)=C/1\C(CCC1)=O (E)-2-butylidene-1-cyclopentanone